O=C([C@H](C)NC(=O)[C@@H]1N(C[C@H](C1)C1=CC=CC=C1)C(=O)OC(C)(C)C)NCC1=CC=C(C=C1)C(NC(=O)OCC(F)(F)F)=N tert-butyl (2R,4R)-2-(((S)-1-oxo-1-((4-(N-((2,2,2-trifluoroethoxy)carbonyl)carbamimidoyl)benzyl)amino)propan-2-yl)carbamoyl)-4-phenylpyrrolidine-1-carboxylate